N1(CCOCC1)C1=CC=CC(=N1)C(=O)O 6-(N-morpholinyl)picolinic acid